P([O-])([O-])=O.COC1=CC=C(C=C1)[N+]#N.COC1=CC=C(C=C1)[N+]#N p-methoxyphenyl-diazonium phosphonate